NC1=C(C=C2C(C=C(OC2=C1[N+](=O)[O-])C1=CC=C(C=C1)Br)=O)F 7-amino-2-(4-bromophenyl)-6-fluoro-8-nitro-4H-chromen-4-one